(R)-4-(4-hydroxyphenyl)oxazolidin-2-one OC1=CC=C(C=C1)[C@H]1NC(OC1)=O